(S)-quinuclidin-3-yl (7-(3-methoxyphenyl)-4-methylchroman-4-yl)carbamate COC=1C=C(C=CC1)C1=CC=C2C(CCOC2=C1)(C)NC(O[C@@H]1CN2CCC1CC2)=O